5-(2-fluoro-6-methoxyphenyl)-1-methyl-1H-benzo(d)imidazole-6-carboxylic acid FC1=C(C(=CC=C1)OC)C1=CC2=C(N(C=N2)C)C=C1C(=O)O